Thiophene-3-yl-boronic acid pinacol ester S1C=C(C=C1)B1OC(C)(C)C(C)(C)O1